2-[2-(aminomethyl)-3,3-difluoro-allyl]-4-(6-bromo-2-pyridinyl)-1,2,4-triazol-3-one NCC(CN1N=CN(C1=O)C1=NC(=CC=C1)Br)=C(F)F